methyl (1R,2S,5S)-3-[(2S)-2-amino-3-(2-pyridyl)propanoyl]-6,6-dimethyl-3-azabicyclo[3.1.0]hexane-2-carboxylate N[C@H](C(=O)N1[C@@H]([C@H]2C([C@H]2C1)(C)C)C(=O)OC)CC1=NC=CC=C1